6-(6-(cyclopropylmethyl)-5-oxo-6,7-dihydro-5H-pyrrolo[3,4-b]pyridin-3-yl)-5-(1-((1-fluorocyclopentyl)methyl)-1H-pyrazol-4-yl)picolinonitrile C1(CC1)CN1CC2=NC=C(C=C2C1=O)C1=C(C=CC(=N1)C#N)C=1C=NN(C1)CC1(CCCC1)F